C1(=CC=CC=C1)C(C(=O)N1[C@@H]([C@H]2CC[C@@H](C1)N2C(N(CC2=CSC(=C2)C)C)=O)C(=O)O)C2=CC=CC=C2 (1R,2S,5S)-3-(2,2-diphenylacetyl)-8-(methyl((5-methylthiophen-3-yl)methyl)carbamoyl)-3,8-diazabicyclo[3.2.1]octane-2-carboxylic acid